C(C)OC(C(CC1CC1)C1=C(C(N2CCC3(OCCO3)C2=C1)=O)C#N)=O 2-(6-cyano-5-oxo-2,3-dihydro-5H-spiro[indolizine-1,2'-[1,3]dioxolane]-7-yl)-3-cyclopropylpropionic acid ethyl ester